5'-chloro-7'-oxo-N-[2-(thiophen-3-yl)ethyl]-7',8'-dihydro-6'H-spiro[cyclohexane-1,9'-furo[2,3-f]quinazoline]-2'-carboxamide ClC=1C=C2C(=C3C4(NC(NC13)=O)CCCCC4)OC(=C2)C(=O)NCCC2=CSC=C2